1,2-difluoro-4-nitro-3-nitromethylbenzene FC1=C(C(=C(C=C1)[N+](=O)[O-])C[N+](=O)[O-])F